pyrazolo[3,4-d]pyrimidine-3-carboxylic acid N1N=C(C=2C1=NC=NC2)C(=O)O